ClC1=C(C=C(C=C1)C#CC=1C=C(C(=O)O)C=C(C1)C(F)(F)F)C(NC1=NC=CC=C1)=O 3-[2-[4-chloro-3-(2-pyridylcarbamoyl)phenyl]ethynyl]-5-(trifluoromethyl)benzoic acid